C(C1=CC=CC=C1)OC1=NC(=CC=C1C=1C=NC(=CC1)OC1CCC(CC1)CO)OCC1=CC=CC=C1 ((1r,4r)-4-((2',6'-bis(benzyloxy)-[3,3'-bipyridin]-6-yl)oxy)cyclohexyl)methanol